ClC=1C=C(CNC2=NC(=NC3=CC=C(C=C23)C=2C(=NOC2C)C)N2CCN(CC2)CC(C)O)C=CC1 (4-(4-((3-chlorobenzyl)amino)-6-(3,5-dimethylisoxazol-4-yl)quinazolin-2-Yl)piperazin-1-yl)propan-2-ol